C(C1=CC=CC=C1)OC(=O)N[C@H]1[C@H](C1)C(=O)OC methyl (1S,2R)-2-{[(benzyloxy)carbonyl]amino}cyclopropane-1-carboxylate